(R)-5-((1-(4-((Tert-butoxycarbonyl)amino)butoxy)propan-2-yl)oxy)benzo[c][2,6]naphthyridine C(C)(C)(C)OC(=O)NCCCCOC[C@@H](C)OC1=NC2=C(C3=CN=CC=C13)C=CC=C2